C(C)(C)(C)OC(=O)N1CC2(CC3=CC=CC=C3C2)C1 1',3'-dihydro-spiro[azetidine-3,2'-indene]-1-carboxylic acid tert-butyl ester